C(C1=CC=C(C(=O)OCC)C=C1)(=O)OO monohydroxy ethyl terephthalate